ClC=1N=C(SC1C(C)(C)O)CC(=O)N (4-chloro-5-(2-hydroxypropan-2-yl)thiazol-2-yl)acetamide